BrC=1C(=NC(=CC1)Cl)OC1CN(C1)C(=O)OC(C)(C)C Tert-Butyl 3-((3-bromo-6-chloropyridin-2-yl)oxy)azetidine-1-carboxylate